C(=O)O.C1(CC1)[C@@H]1N(C2=CC=C(C=C2[C@@H]([C@H]1C)NC1=NC=CC=N1)C=1CCOCC1)C(C)=O |r| rac-1-((2S,3R,4R)-2-cyclopropyl-6-(3,6-dihydro-2H-pyran-4-yl)-3-methyl-4-(pyrimidin-2-ylamino)-3,4-dihydroquinolin-1(2H)-yl)ethanone, formic acid salt